ClC1=C(C#N)C=CC(=C1)N1CC2(CC1)CCN(CC2)C(C2=CC(=CC=C2)C(=O)N2CCN(CC2)C=2C=C1C(N(C(C1=CC2)=O)C2C(NC(CC2)=O)=O)=O)=O 2-chloro-4-(8-(3-(4-(2-(2,6-dioxopiperidin-3-yl)-1,3-dioxoisoindolin-5-yl)piperazine-1-carbonyl)benzoyl)-2,8-diazaspiro[4.5]decan-2-yl)benzonitrile